methyl 3-((3-cyano-4,5,6,7-tetrahydrobenzo[b]thiophen-2-yl)carbamoyl)bicyclo[1.1.1]pentane-1-carboxylate C(#N)C=1C2=C(SC1NC(=O)C13CC(C1)(C3)C(=O)OC)CCCC2